benzyl 4-(((1r,4r)-4-hydroxycyclohexyl)oxy)piperidine-1-carboxylate OC1CCC(CC1)OC1CCN(CC1)C(=O)OCC1=CC=CC=C1